C(C)(C)C1=NC=NC=C1 4-isopropylpyrimidin